ClC1=C(C=CC(=N1)C=1N=NN(C1C(=O)O)C)S(=O)(=O)C 4-(6-chloro-5-(methylsulfonyl)pyridin-2-yl)-1-methyl-1H-1,2,3-triazole-5-carboxylic acid